C(C)(=O)N[C@H](C(=O)N[C@H](C(=O)O)CCC(C=[N+]=[N-])=O)CC1=CC=CC=C1 (2S)-2-[[(2S)-2-acetamido-3-phenyl-propanoyl]amino]-6-diazo-5-oxo-hexanoic acid